ClC1=CC=C(C=C1)[C@H]1[C@@H](CCC1)N1C(C2=CC=CC=C2C1=O)=O |r| (±)-trans-2-(2-(4-chlorophenyl)cyclopentyl)isoindoline-1,3-dione